(6-Methoxypyridazin-3-yl)(4-(2-(trifluoromethyl)phenyl)piperidin-1-yl)methanone ((1s,3s)-3-methylcyclobutyl)methyl-1H-imidazole-1-carboxylate CC1CC(C1)COC(=O)N1C=NC=C1.COC1=CC=C(N=N1)C(=O)N1CCC(CC1)C1=C(C=CC=C1)C(F)(F)F